COC(C(=CC=CC=C(C=O)C)C)OC 8,8-dimethoxy-2,7-dimethyl-2,4,6-octatrienal